C(C1=CC=CC=C1)OC1=C(C=C(C=C1)C1=NC(=NO1)N1C=CC2=CC(=CC=C12)C=O)Cl 1-(5-(4-(benzyloxy)-3-chlorophenyl)-1,2,4-oxadiazol-3-yl)-1H-indole-5-carbaldehyde